((4-(benzylthio)phenyl)(phenyl)methoxy)(tert-butyl)dimethylsilane C(C1=CC=CC=C1)SC1=CC=C(C=C1)C(O[Si](C)(C)C(C)(C)C)C1=CC=CC=C1